(1S,3R)-N-(7-chloro-6-(4-((3S,4S)-4-hydroxy-3-methyltetrahydrofuran-3-yl)piperazin-1-yl)isoquinolin-3-yl)-5-oxaspiro[2.5]octane-1-carboxamide ClC1=C(C=C2C=C(N=CC2=C1)NC(=O)[C@H]1C[C@@]12COCCC2)N2CCN(CC2)[C@]2(COC[C@H]2O)C